IC=1C=C(COC=2C=C3CCC(C3=CC2)N2CC(C2)C(=O)O)C=CC1 1-(5-((3-iodobenzyl)oxy)-2,3-dihydro-1H-inden-1-yl)azetidine-3-carboxylic acid